(RS)-(3,4-dimethylphenyl)(1H-imidazol-4-yl)methanol CC=1C=C(C=CC1C)[C@@H](O)C=1N=CNC1 |r|